CC(CCCC(C)(C)O)CC=O Hydroxycitronellal